3-(5-(hydroxymethyl)benzofuran-7-yl)-2-methylpropan-2-sulfinamide OCC=1C=C(C2=C(C=CO2)C1)CC(C)(S(=O)N)C